alpha-Amino-beta-(3-indolyl)-propionic acid NC(C(=O)O)CC1=CNC2=CC=CC=C12